C[C@H]1CC[C@H](CN1C(CC1=CC=C(C=C1)C1=NC=CC=C1)=O)C(=O)O (3R,6S)-6-methyl-1-(2-(4-(pyridin-2-yl)phenyl)acetyl)piperidine-3-carboxylic acid